2-((1H-pyrazol-3-yl)methyl)-4-methyl-6-((1-methyl-1H-1,2,3-triazol-4-yl)methyl)-4H-thiazolo[5',4':4,5]pyrrolo[2,3-d]pyridazin-5(6H)-one N1N=C(C=C1)CC=1SC2=C(N(C=3C(N(N=CC32)CC=3N=NN(C3)C)=O)C)N1